C(C1=CC=CC=C1)N1C[C@](CCC1)(C1=CC=CC=C1)CO (S)-(1-benzyl-3-phenyltetrahydropyridin-3-yl)methanol